Cl.FC=1C=CC(=C(C1)CN)C1=NN(C=C1)C (5-fluoro-2-(1-methyl-1H-pyrazol-3-yl)phenyl)methylamine HCl